[N+](=O)([O-])C1=C(C=C2C=NNC2=C1)C=1C=CC(=NC1)NC(OC(C)(C)C)=O Tert-butyl (5-(6-nitro-1H-indazol-5-yl)pyridin-2-yl)carbamate